(4-benzyl-3-oxo-3,4-dihydro-2H-benzo[b][1,4]thiazin-6-yl)-2-(1H-indol-6-yl)acetamide C(C1=CC=CC=C1)N1C2=C(SCC1=O)C=CC(=C2)C(C(=O)N)C2=CC=C1C=CNC1=C2